NCCNCCC[Si](OC)(OC)C AMINOETHYLAMINOPROPYLMETHYLDIMETHOXYSILANE